BrC1=CC=C(C=C1)C1(CC1)C(=O)O 1-(p-bromophenyl)cyclopropanecarboxylic acid